Methyl-(4-methylthiophenyl)silane C[SiH2]C1=CC=C(C=C1)SC